BrC=1C=NN(C1\C=C(/C#N)\C1=CC=C(C=C1)O)C (Z)-3-(4-bromo-1-methyl-1H-pyrazol-5-yl)-2-(4-hydroxyphenyl)acrylonitrile